C1(=CC=CC=C1)C1=C(C(=C(C2=C1[Se]C1=C2C=CC=C1)C1=C(C=CC=C1)C1=NN=NC(=C1C1=C(C=CC=C1)C1=CC=CC=C1)C1=CC=CC=C1)C1=C(C=CC=C1)C1=CC=CC=C1)C1=C(C=CC=C1)C1=CC=CC=C1 phenyl(biphenylyl)(biphenylyl){[phenyl(biphenylyl)triazineyl]phenyl}dibenzoselenophene